Cl.C(C)C1=NN2C(N(C3=C(C2=O)CN(C3=O)[C@@H]3CNCC3)CC(=O)NC3=NC=C(C=C3)F)=C1 2-{2-Ethyl-5,8-dioxo-6-[(3S)-pyrrolidin-3-yl]-5,6,7,8-tetrahydro-4H-pyrazolo[1,5-a]pyrrolo[3,4-d]pyrimidin-4-yl}-N-(5-fluoropyridin-2-yl)acetamide hydrochloride